5-(1-Ethoxy-2,2,2-trifluoroethyl)-4-methoxy-1-methyl-1H-indazol-3-amine C(C)OC(C(F)(F)F)C=1C(=C2C(=NN(C2=CC1)C)N)OC